(Z)-1-(3-(1,3-Dihydroisobenzofuran-4-yl)-4-oxothiazolidin-2-ylidene)-3-(2-fluoro-4-(1-(4-(trifluoromethoxy)phenyl)-1H-1,2,4-triazol-3-yl)phenyl)urea C1OCC2=C(C=CC=C12)N1/C(/SCC1=O)=N/C(=O)NC1=C(C=C(C=C1)C1=NN(C=N1)C1=CC=C(C=C1)OC(F)(F)F)F